BrC=1C(=NC(=C(C(=O)NC2=CC(=CC=C2)[S@@](=O)(=N)C)C1C)N1CCC(CCC1)(F)F)C(F)(F)F (R)-5-bromo-2-(4,4-difluoroazepan-1-yl)-4-methyl-N-(3-(S-methylsulfonimidoyl)phenyl)-6-(trifluoromethyl)nicotinamide